1-(1-(2-BENZYLPHENOXY)PROPAN-2-YL)-2-METHYLPIPERIDIN C(C1=CC=CC=C1)C1=C(OCC(C)N2C(CCCC2)C)C=CC=C1